7,7-dimethyl-9-nitro-6a,7,12,12a,13,14-hexahydro-6H-benzo[7,8]thiochromeno[4,3-b]quinolone CC1(C2C(NC3=CC=C(C=C13)[N+](=O)[O-])C=1CCC3=C(C1S(C2)=O)C=CC=C3)C